C1(=CC=CC=C1)N(CC=CCN(C1=CC=CC=C1)C1=CC=CC=C1)C1=CC=CC=C1 N,N,N',N'-tetra-phenyl-1,4-diaminobut-2-ene